NC[C@H](C1=CC=C(C=C1)F)N1C(C2=CC=CC=C2C1=O)=O 2-[(1S)-2-Amino-1-(4-fluorophenyl)ethyl]isoindoline-1,3-dione